Dibenz[b,e]oxepin C1=CC=CC=2OC=C3C(=CC21)C=CC=C3